(3S,8R*)-4-[[7-[3-Chloro-2-fluoro-6-(tetrazol-1-yl)phenyl]-5-oxo-2,3,8,8a-tetrahydro-1H-indolizine-3-carbonyl]amino]-2-fluoro-benzoic acid ClC=1C(=C(C(=CC1)N1N=NN=C1)C1=CC(N2[C@@H](CCC2C1)C(=O)NC1=CC(=C(C(=O)O)C=C1)F)=O)F